C(N)(=O)N(C=1C=C(C=CC1)C1CCN(CC1)C(=O)OC(C)(C)C)CCC(=O)OCC tert-Butyl 4-[3-[carbamoyl-(3-ethoxy-3-oxo-propyl)amino]phenyl]piperidine-1-carboxylate